C(#N)C1=CC=C(CN2CN(C=C2)CC2=CC=CC=C2)C=C1 1-(4-cyanobenzyl)-3-benzylimidazole